3-(2-(dimethylamino) ethyl)-1H-indol-5-yl phosphate P(=O)(OC=1C=C2C(=CNC2=CC1)CCN(C)C)([O-])[O-]